C(C1=CC=CC=C1)OCC1=CC=C(C=C1)NC(C1=C(C=CC(=C1)C1=NC(=C(N=C1)N)N)F)=O N-(4-((Benzyloxy)methyl)phenyl)-5-(5,6-diaminopyrazin-2-yl)-2-fluorobenzamide